(S)-2-amino-N-benzyl-N-((R)-2-hydroxypropyl)propionamide N[C@H](C(=O)N(C[C@@H](C)O)CC1=CC=CC=C1)C